C(C)C1=C(C=CC(=C1CC)N)N 2,3-Diethyl-p-phenylenediamine